BrC=1C=C(C(=O)NNC(C2=C(C=CC=C2)C)=O)C=CC1 N-3-bromobenzoyl-N'-2-methylbenzoyl-hydrazine